tert-butyl (S)-2-(((4-(5-(4-amino-4-methylpiperidin-1-yl)pyrazin-2-yl)-3-cyanopyrazolo[1,5-a]pyridin-6-yl)oxy)methyl)morpholine-4-carboxylate NC1(CCN(CC1)C=1N=CC(=NC1)C=1C=2N(C=C(C1)OC[C@@H]1CN(CCO1)C(=O)OC(C)(C)C)N=CC2C#N)C